3-Methyl-5-((3-(trifluoromethyl)pyridin-2-yl)methyl)-7-((1r,4r)-4-(4-(trifluoromethyl)pyridin-3-yl)cyclohexyl)pyrido[2,3-b]pyrazin-6(5H)-one CC1=CN=C2C(=N1)N(C(C(=C2)C2CCC(CC2)C=2C=NC=CC2C(F)(F)F)=O)CC2=NC=CC=C2C(F)(F)F